CC1=NC=CC(=C1)NC1=CC=C(C=C1)NC(=O)C1=NC=C(C=C1)NC1=CC=NC2=CC=C(C=C12)N1CCOCC1 N-(4-((2-methylpyridin-4-yl)amino)phenyl)-5-((6-morpholinoquinolin-4-yl)amino)pyridine-2-carboxamide